bis-(2-acryloxyethyl) ether C(C=C)(=O)OCCOCCOC(C=C)=O